5-chloro-N-[rac-(1S)-1-[[(3-amino-3-oxo-propyl)-[rac-(2R)-2-chloro-2-fluoro-acetyl]amino]carbamoyl]-3-methyl-butyl]-1H-benzimidazole-2-carboxamide ClC1=CC2=C(NC(=N2)C(=O)N[C@@H](CC(C)C)C(NN(C([C@H](F)Cl)=O)CCC(=O)N)=O)C=C1 |r|